FS(C1=CC=C(C(=O)O)C=C1)(F)(F)(F)F 4-(pentafluoro-lambda6-sulfanyl)benzoic acid